COC(=O)C1(CCN(CC1)C(=O)OC(C)(C)C)C=1C(=NC=CC1)C 4-(2-methylpyridin-3-yl)piperidine-1,4-dicarboxylic acid 1-tert-butyl ester 4-methyl ester